COC=1C=CC(=C(C1)C1=CC2=C(N=C(N=C2)NC)N2C1=NN=C2)C 6-(5-methoxy-2-methylphenyl)-N-methyl-[1,2,4]triazolo[4',3':1,6]pyrido[2,3-d]pyrimidin-2-amine